O=C1NC(CCC1N1N=NC2=C(C1=O)C=C(C=C2)NCCCCCCNC(OC(C)(C)C)=O)=O Tert-butyl (6-((3-(2,6-dioxopiperidin-3-yl)-4-oxo-3,4-dihydrobenzo[d][1,2,3]triazin-6-yl)amino)hexyl)carbamate